ClC=1C=C(OCC(=O)N2CCCC2)C=CC1C=1N(C2=NC=NC(=C2N1)OC1(CC1)C)CC1=NC=CC(=C1)C 2-(3-chloro-4-(6-(1-methylcyclopropoxy)-9-((4-methylpyridin-2-yl)methyl)-9H-purin-8-yl)phenoxy)-1-(pyrrolidin-1-yl)ethan-1-one